6-(3-cyanopyrrolo[1,2-b]pyridazin-7-yl)-N-[(1S)-2-(3,3-difluoro-1-azetidinyl)-1-methyl-2-oxoethyl]-4-[(4-hydroxybicyclo[2.2.2]oct-1-yl)amino]-3-pyridinecarboxamide C(#N)C1=CC=2N(N=C1)C(=CC2)C2=CC(=C(C=N2)C(=O)N[C@H](C(=O)N2CC(C2)(F)F)C)NC21CCC(CC2)(CC1)O